5-[(1E)-2-(9-butyl-9H-carbazole-3-yl)vinyl]-2-thiophenecarboxaldehyde C(CCC)N1C2=CC=CC=C2C=2C=C(C=CC12)/C=C/C1=CC=C(S1)C=O